L-2-aminoheptanoic acid N[C@H](C(=O)O)CCCCC